3,9-bis(2,6-di-tert-butyl-4-methyl-phenoxy)-2,4,8,10-tetraoxa-3,9-diphosphaspiro[5.5]undecane C(C)(C)(C)C1=C(OP2OCC3(CO2)COP(OC3)OC3=C(C=C(C=C3C(C)(C)C)C)C(C)(C)C)C(=CC(=C1)C)C(C)(C)C